4-((1-(2,2-Difluoroethyl)-1H-pyrazol-4-yl)amino)-N-((1s,4s)-4-hydroxycyclohexyl)-2-(thiazol-5-yl)thieno[2,3-b]pyridin-5-carboxamid FC(CN1N=CC(=C1)NC1=C2C(=NC=C1C(=O)NC1CCC(CC1)O)SC(=C2)C2=CN=CS2)F